6-(6-(4-(dimethoxymethyl)piperidin-1-yl)pyridazin-3-yl)-1-fluoro-3-(tetrahydro-2H-pyran-2-yl)-3,8,9,10-tetrahydrocyclohepta[e]indazole COC(C1CCN(CC1)C1=CC=C(N=N1)C1=CCCCC=2C=3C(=NN(C3C=CC21)C2OCCCC2)F)OC